stannous isononanoate C(CCCCCC(C)C)(=O)[O-].[Sn+2].C(CCCCCC(C)C)(=O)[O-]